2-[4-(2,4-difluorophenoxy)phenyl]-7-[1-(prop-2-enoyl)piperidin-4-yl]-4,5,6,7-tetrahydro-2H-pyrazolo[4,3-b]pyridine-3-carboxamide FC1=C(OC2=CC=C(C=C2)N2N=C3C(NCCC3C3CCN(CC3)C(C=C)=O)=C2C(=O)N)C=CC(=C1)F